C1=CC=CC=2C3=CC=CC=C3C(C12)N([C@H](C(=O)O)CC1=CC=C(C=C1)F)C(=O)OC (2S)-2-(9H-fluoren-9-yl-methoxycarbonyl-amino)-3-(4-fluorophenyl)propanoic acid